(S)- and (R)-3-(2-((4-cyanophenethyl)amino)-2-phenylacetyl)-N-ethylpyrazolo[1,5-a]pyridine-6-carboxamide C(#N)C1=CC=C(CCN[C@H](C(=O)C=2C=NN3C2C=CC(=C3)C(=O)NCC)C3=CC=CC=C3)C=C1 |r|